C(CCCCC)C=1C=C2C(=CC(=NC2=CC1)N1CC(OCC1)C(=O)O)C1=CC=CC=C1 4-(6-hexyl-4-phenylquinolin-2-yl)morpholine-2-carboxylic acid